2-methyl-3-furothiol CC=1OC=CC1S